NC=1C(=CC=C2C=C(C(=NC12)OC)C(=O)OCC)C1CCC1 ethyl 8-amino-7-cyclobutyl-2-methoxyquinoline-3-carboxylate